1,2-Dipropylpyridinium acetate C(C)(=O)[O-].C(CC)[N+]1=C(C=CC=C1)CCC